(S)-1-(4-chloro-3-fluorophenyl)-6-(5-(3,5-dimethylisoxazol-4-yl)-1-((R)-1-(methylsulfonyl)pyrrolidin-3-yl)-1H-benzo[d]imidazol-2-yl)piperidin-2-one ClC1=C(C=C(C=C1)N1C(CCC[C@H]1C1=NC2=C(N1[C@H]1CN(CC1)S(=O)(=O)C)C=CC(=C2)C=2C(=NOC2C)C)=O)F